CC=1[C@@H]2C[C@@]2(CC1)[C@H](C)CCC=C(C)C (1s,5s)-2-methyl-5-((R)-6-methylhept-5-en-2-yl)bicyclo[3.1.0]hex-2-ene